methyl 2-fluoro-3,7-dioxo-5beta-chola-1-enoate FC=1C(C[C@H]2CC([C@H]3[C@@H]4CC[C@H]([C@@H](CCC(=O)OC)C)[C@]4(CC[C@@H]3[C@]2(C1)C)C)=O)=O